C(C=C)OCCCCCCOC=1C=C2C=CC(=CC2=CC1)C(=O)OC1=C(C=C(C=C1)OC(=O)C1=CC2=CC=C(C=C2C=C1)OCCCCCCOCC=C)C(=O)OCCCCCCCCCCOC1=CC=C(C=C1)C1=CC=C(C=C1)C 6-(6-prop-2-enyloxyhexoxy)naphthalene-2-carboxylic acid [4-[6-(6-prop-2-enyloxyhexoxy) naphthalene-2-carbonyl] oxy-3-[10-[4-(p-tolyl) phenoxy] decyloxycarbonyl] phenyl] ester